BrC=1C=C(C(=NC1)N1CC(CC1)N(C)C)[N+](=O)[O-] 1-(5-Bromo-3-nitropyridin-2-yl)-N,N-dimethylpyrrolidin-3-amine